19-hydroxymethyl-4-androstene OCC[C@]12CCCC=C1CC[C@H]1[C@@H]3CCC[C@@]3(C)CC[C@H]21